N1=CC=CC=2CCCCC12 6,7-dihydro-5H-quinolin